CN(C(C(OC1=C(C=C(C(=C1)F)[N+](=O)[O-])[N+](=O)[O-])(F)F)=O)C N,N-dimethyldifluoro(5-fluoro-2,4-dinitrophenoxy)acetamide